(3R,8R*)-tert-butyl-11,11-difluoro-8-(fluoromethyl)-8-hydroxy-3-methyl-3,4,8,9,10,11-hexahydro-1H-pyrido[4',3':3,4]pyrazolo[1,5-a]azepine-2(7H)-carboxylate C(C)(C)(C)OC(=O)N1CC=2C(=NN3C2C(CC[C@](C3)(O)CF)(F)F)C[C@H]1C |o1:17|